(1S,2S,5R)-5-hydroxy-2-methylcyclohexane-1-carboxylic acid ethyl ester C(C)OC(=O)[C@@H]1[C@H](CC[C@H](C1)O)C